nickel-cobalt-manganese lithium manganese oxide [O-2].[Mn+2].[Li+].[Mn+2].[Co+2].[Ni+2]